37-(tetracos-15-enoyloxy)-heptatriacontanoic acid C(CCCCCCCCCCCCCC=CCCCCCCCC)(=O)OCCCCCCCCCCCCCCCCCCCCCCCCCCCCCCCCCCCCC(=O)O